(6R)-6-methyl-4,5,6,7-tetrahydro-2H-indazole-3,5-dicarboxylate C[C@H]1C(CC2=C(NN=C2C1)C(=O)[O-])C(=O)[O-]